Cl.CC1=C(C=CC=C1C1=NN=C(O1)C1=CC=C(CNCC(=O)N)C=C1)C1=CC=CC=C1 2-((4-(5-(2-Methyl-[1,1'-biphenyl]-3-yl)-1,3,4-oxadiazol-2-yl)benzyl)amino)acetamide hydrochloride